[Si](C1=CC=CC=C1)(C1=CC=CC=C1)(C(C)(C)C)OCC[C@H](CCC)NC=1C2=C(N=C(N1)NC(OC)=O)C=NN2CC2=C(C=CC(=C2)COC)OC methyl (S)-(7-((1-((tert-butyldiphenylsilyl)-oxy)hexan-3-yl)amino)-1-(2-methoxy-5-(methoxymethyl)benzyl)-1H-pyrazolo[4,3-d]pyrimidin-5-yl)carbamate